tert-butyl (4S)-4-[7-chloro-3-(2-fluoro-6-methyl-phenyl)-2-oxo-4H-pyrimido[4,5-d]pyrimidin-1-yl]azepane-1-carboxylate ClC1=NC=C2C(=N1)N(C(N(C2)C2=C(C=CC=C2C)F)=O)[C@@H]2CCN(CCC2)C(=O)OC(C)(C)C